penta-nitrogen octacosan CCCCCCCCCCCCCCCCCCCCCCCCCCCC.[N].[N].[N].[N].[N]